ClC=1C=CC(=C(C1)N1C(C(N(CC1)[C@H](C(=O)NC=1C=C2C=C(N(C2=CC1)C(=O)OC(C)(C)C)C(=O)OC(C)(C)C)CC1=CC=C(C=C1)NC(=O)N[C@H](C)CCO)=O)=O)N1N=NN=C1 Di-tert-butyl 5-((S)-2-(4-(5-chloro-2-(1H-tetrazol-1-yl) phenyl)-2,3-dioxopiperazin-1-yl)-3-(4-(3-((R)-4-hydroxybut-2-yl) ureido) phenyl) propionamido)-1H-indole-1,2-dicarboxylate